ClC=1C=C(CCN2CCC(CC2)NC(OC(C)(C)C)=O)C=CC1OCC tert-butyl (1-(3-chloro-4-ethoxyphenethyl)piperidin-4-yl)carbamate